tert-butyl ((1s,4s)-1-methyl-4-(3-methyl-2-oxo-6-(phenylsulfonyl)-3,6-dihydroimidazo[4,5-d]pyrrolo[2,3-b]pyridin-1(2H)-yl)cyclohexyl)carbamate CC1(CCC(CC1)N1C(N(C=2C1=C1C(=NC2)N(C=C1)S(=O)(=O)C1=CC=CC=C1)C)=O)NC(OC(C)(C)C)=O